BrC1=CC(=C(OC(C(=O)O)C)C=C1)C1=NOC=C1 2-[4-bromo-2-(1,2-oxazol-3-yl)phenoxy]propionic acid